O1-tert-butyl O2-methyl (2S,4S)-4-[3-[3-[3-(methylamino)propyl]-2-oxo-indolin-4-yl]phenoxy]pyrrolidine-1,2-dicarboxylate CNCCCC1C(NC2=CC=CC(=C12)C=1C=C(O[C@H]2C[C@H](N(C2)C(=O)OC(C)(C)C)C(=O)OC)C=CC1)=O